1-((2-(4-aminopiperidin-1-yl)pyrimidin-5-yl)meth-yl)-3-(4-(2-(4-bromophenyl)propan-2-yl)thiazol-2-yl)urea NC1CCN(CC1)C1=NC=C(C=N1)CNC(=O)NC=1SC=C(N1)C(C)(C)C1=CC=C(C=C1)Br